(R)-3-(3-ethyl-5-(piperazin-1-yl)phenyl)-10-methyl-9,10,11,12-tetrahydro-8H-[1,4]diazepino[5',6':4,5]thieno[3,2-f]quinolin-8-one C(C)C=1C=C(C=C(C1)N1CCNCC1)C1=NC=2C=CC3=C(C2C=C1)C1=C(S3)C(N[C@@H](CN1)C)=O